ClC1=NC(=NC(=C1C(F)(F)F)OC1=C(C(=CC=C1)N1CCN(CC1)C)Cl)NS(=O)(=O)C=1C=NN(C1)C N-[4-chloro-6-[2-chloro-3-(4-methylpiperazin-1-yl)phenoxy]-5-(trifluoromethyl)pyrimidin-2-yl]-1-methyl-pyrazole-4-sulfonamide